2-(4,6-diphenyl-1,3,5-triazine-2-yl)-5-[(hexyl)oxy]phenol C1(=CC=CC=C1)C1=NC(=NC(=N1)C1=CC=CC=C1)C1=C(C=C(C=C1)OCCCCCC)O